5-fluoro-3-{[3-fluoro-2-(methylaminosulfonylamino)-4-pyridyl]methyl}-7-(1,3-oxazol-2-yloxy)-2H,3H-spiro[1,3-benzoxazine-4,1'-cyclobutan]-2-one FC1=CC(=CC2=C1C1(CCC1)N(C(O2)=O)CC2=C(C(=NC=C2)NS(=O)(=O)NC)F)OC=2OC=CN2